(S)-2-(4-methoxyphenylsulphonamido)-4-methyl-N-(4-morpholinophenyl)pentanoamide tert-butyl-4-hydroxy-2-(methylthio)-5,6,7,9-tetrahydro-8H-pyrimido[4,5-c]azepine-8-carboxylate C(C)(C)(C)OC(=O)N1CC2=C(CCC1)C(=NC(=N2)SC)O.COC2=CC=C(C=C2)S(=O)(=O)N[C@H](C(=O)NC2=CC=C(C=C2)N2CCOCC2)CC(C)C